tert-Butyl (4-(3-aminophenyl)but-3-yn-1-yl)carbamate NC=1C=C(C=CC1)C#CCCNC(OC(C)(C)C)=O